CC(C)N1C(C=CC(=C1)B1OC(C(O1)(C)C)(C)C)=O 1-(propan-2-yl)-5-(4,4,5,5-tetramethyl-1,3,2-dioxaborolan-2-yl)-1,2-dihydropyridin-2-one